2,3-dihydroxypropyl α-chloroacrylate ClC(C(=O)OCC(CO)O)=C